N-(3-(6-(tert-butylsulfonyl)-7-methoxyimidazo[1,2-a]pyridin-3-yl)-1-(2-hydroxyethyl)-1H-pyrazol-5-yl)-1-fluorocyclohexane-1-carboxamide C(C)(C)(C)S(=O)(=O)C=1C(=CC=2N(C1)C(=CN2)C2=NN(C(=C2)NC(=O)C2(CCCCC2)F)CCO)OC